4-(3-chlorophenyl)-3-(4-chlorophenyl)-2-(2-propanyl)-6-(2-propen-1-yl)-1,2-thiazinan ClC=1C=C(C=CC1)C1C(N(SC(C1)CC=C)C(C)C)C1=CC=C(C=C1)Cl